2-(3-fluoro-4-methoxypyridin-2-yl)acetamide formate salt C(=O)O.FC=1C(=NC=CC1OC)CC(=O)N